5-bromo-2-methyl-3-(prop-1-en-2-yl)-2H-indazole BrC1=CC2=C(N(N=C2C=C1)C)C(=C)C